tert-butyl 3-[1-(benzyloxycarbonylamino)-2-methoxy-2-oxo-ethyl]pyrrolidine-1-carboxylate C(C1=CC=CC=C1)OC(=O)NC(C(=O)OC)C1CN(CC1)C(=O)OC(C)(C)C